C(C=C)O[O] allyloxyoxygen